tert-butyl 3-(2-(3,4-dimethoxyphenyl)-4-oxo-4H-pyrido[1,2-a]pyrimidin-7-yl)-5,6-dihydropyridine-1(2H)-carboxylate COC=1C=C(C=CC1OC)C=1N=C2N(C(C1)=O)C=C(C=C2)C=2CN(CCC2)C(=O)OC(C)(C)C